C(C1=CC=CC=C1)OC1=NC(=CC=C1N1C(N(C2=C1C=CC(=C2)N2C[C@H](N(CC2)C(=O)OC(C)(C)C)C)C)=O)OCC2=CC=CC=C2 tert-butyl (2R)-4-[1-(2,6-dibenzyloxy-3-pyridyl)-3-methyl-2-oxo-benzimidazol-5-yl]-2-methyl-piperazine-1-carboxylate